(S)-3-(2-(2-((2-formyl-3-hydroxyphenoxy)methyl)piperidine-1-carbonyl)phenyl)propanenitrile C(=O)C1=C(OC[C@H]2N(CCCC2)C(=O)C2=C(C=CC=C2)CCC#N)C=CC=C1O